1-(8-Amino-7-fluoro-6-(8-methyl-2,3-dihydro-1H-pyrido[2,3-b][1,4]oxazin-7-yl)isoquinolin-3-yl)-3-(2-hydroxycyclopentyl)urea NC=1C(=C(C=C2C=C(N=CC12)NC(=O)NC1C(CCC1)O)C1=C(C2=C(OCCN2)N=C1)C)F